2-[6-amino-5-[(1R,5S)-8-(5-piperazin-1-ylpyrimidin-2-yl)-3,8-diazabicyclo[3.2.1]octan-3-yl]pyridazin-3-yl]phenol NC1=C(C=C(N=N1)C1=C(C=CC=C1)O)N1C[C@H]2CC[C@@H](C1)N2C2=NC=C(C=N2)N2CCNCC2